CC1=CC=C(C=C1)C(/C=C/C=O)(O)C1=CC=C(C=C1)C (E)-4,4-bis(4-methylphenyl)-4-hydroxy-2-butenal